ClC=1C(=C2C=NNC2=C(C1F)C(C)NC(=O)C1CCC1)C1=CC=2N(C=C1)N=C(C2)NC(=O)[C@H]2[C@H](C2)F N-(1-(5-chloro-6-fluoro-4-(2-((1S,2S)-2-fluorocyclopropane-1-carboxamido)pyrazolo[1,5-a]pyridin-5-yl)-1H-indazol-7-yl)ethyl)cyclobutanecarboxamide